FC(C(C(C(C(C(C(C(=O)NCC(=O)O)(F)F)(F)F)(F)F)(F)F)(F)F)(F)F)(C(F)(F)F)F heptadecafluorononanoyl-glycine